tert-butyl N-[trans-4-[[3-[N'-(2-chloro-5-fluoro-4-hydroxy-phenyl)carbamimidoyl]-6-(6-methoxy-2,4-dimethyl-3-pyridyl)pyrrolo[1,2-b]pyridazin-4-yl]amino]cyclohexyl]carbamate ClC1=C(C=C(C(=C1)O)F)N=C(N)C1=C(C=2N(N=C1)C=C(C2)C=2C(=NC(=CC2C)OC)C)N[C@@H]2CC[C@H](CC2)NC(OC(C)(C)C)=O